ClC1=C(OC(C(=O)O)(C)C)C(=CC(=C1)CN1C(N(CC1=O)C1=CC=C(C=C1)C(F)(F)F)=O)Cl 2-(2,6-Dichloro-4-((2,5-dioxo-3-(4-(trifluoromethyl)phenyl)imidazolidin-1-yl)methyl)phenoxy)-2-methylpropionic acid